OC1=C(C(=C(C=C1)C#CC(=O)O)O)O.[Li] lithium trihydroxybenzenepropiolic acid